tert-butyl (R)-3-((2-methoxyethyl)(methyl)amino)pyrrolidine-1-carboxylate COCCN([C@H]1CN(CC1)C(=O)OC(C)(C)C)C